BrC1=NN(C2=CN=C(C=C21)C)COCC[Si](C)(C)C 2-[(3-bromo-5-methyl-pyrazolo[3,4-c]pyridin-1-yl)methoxy]-ethyl-trimethyl-silane